3-(2-bromophenyl)-N-(2-(dimethylamino)ethyl)isoquinoline-4-carboxamide BrC1=C(C=CC=C1)C=1N=CC2=CC=CC=C2C1C(=O)NCCN(C)C